tert-butyl (Z)-4-(6-(2-fluoro-2-(4-(pyridazin-4-yl)pyrimidin-2-yl)vinyl)-3-phenoxy-2-(trifluoromethyl)phenyl)-1-oxa-4,9-diazaspiro[5.5]undecane-9-carboxylate F\C(=C/C1=CC=C(C(=C1N1CCOC2(C1)CCN(CC2)C(=O)OC(C)(C)C)C(F)(F)F)OC2=CC=CC=C2)\C2=NC=CC(=N2)C2=CN=NC=C2